CS(=O)(=O)C1S(CCC1)(=O)=O methanesulfonyltetrahydrothiophene-1,1-dioxide